ClC1=C(C=O)C=CC(=C1)N1C[C@@H](CC1)N(C)C (R)-2-chloro-4-(3-(dimethylamino)pyrrolidin-1-yl)benzaldehyde